NC1CCC(CC1)C1=NOC(=C1)C[C@@H]1[C@@H]([C@H]([C@H]([C@H](O1)CO)O)N1N=NC(=C1)C1=CC(=C(C(=C1)F)F)F)OC (2R,3R,4S,5R,6R)-6-((3-((1R,4R)-4-aminocyclohexyl)isoxazol-5-yl)methyl)-2-(hydroxymethyl)-5-methoxy-4-(4-(3,4,5-trifluorophenyl)-1H-1,2,3-triazol-1-yl)tetrahydro-2H-pyran-3-ol